carbamimidoyl-copper nitrate [N+](=O)([O-])[O-].C(N)(=N)[Cu+]